CC1=C(CCCC1)C 1,2-Dimethylcyclohexen